C(C1=CC=CC=C1)OC(CC(=O)O)=O malonic acid monobenzyl ester